[Si](C)(C)(C(C)(C)C)OCCOCCNC(=O)C1=CC2=C(N(C(=N2)NC(OCC2=CC=CC=C2)=O)C)C=C1 benzyl (5-((2-(2-((tert-butyldimethylsilyl)oxy)ethoxy)ethyl)carbamoyl)-1-methyl-1H-benzo[d]imidazol-2-yl)carbamate